5-(6-(Pyrimidin-2-ylamino)pyrimidin-4-ylamino)-6-methoxy-1H-indazole tert-butyl-4-((1-(4-bromo-2,6-dimethoxyphenethyl)piperidin-4-yl)oxy)piperidine-1-carboxylate TFA salt OC(=O)C(F)(F)F.C(C)(C)(C)OC(=O)N1CCC(CC1)OC1CCN(CC1)CCC1=C(C=C(C=C1OC)Br)OC.N1=C(N=CC=C1)NC1=CC(=NC=N1)NC=1C=C2C=NNC2=CC1OC